tert-butyl N-[(1S)-1-[(1R,2S,5S)-2-[[cyano(phthalazin-1-yl)methyl]carbamoyl]-6,6-dimethyl-3-azabicyclo[3.1.0]hexane-3-carbonyl]-2-methyl-propyl]carbamate C(#N)C(C1=NN=CC2=CC=CC=C12)NC(=O)[C@@H]1[C@H]2C([C@H]2CN1C(=O)[C@H](C(C)C)NC(OC(C)(C)C)=O)(C)C